S-2-methylbutyryl-CoA CC(C(=O)SCCNC(CCNC([C@@H](C(COP(OP(OC[C@@H]1[C@H]([C@H]([C@@H](O1)N1C=NC=2C(N)=NC=NC12)O)OP(=O)(O)O)(=O)O)(=O)O)(C)C)O)=O)=O)CC